C1=C(C=CC2=CC=CC=C12)CN1CCC2(CC1)COC1=C3CN(C(C3=CC=C12)=O)C1C(NC(CC1)=O)=O 3-(1'-(naphthalen-2-ylmethyl)-6-oxo-6,8-dihydro-2H,7H-spiro[furo[2,3-e]isoindole-3,4'-piperidin]-7-yl)piperidine-2,6-dione